piperidine-2-carboxylic acid-potassium salt [K+].N1C(CCCC1)C(=O)[O-]